CC=1C=2N(C(NC1)=S)N=CN2 8-methyl-[1,2,4]triazolo[1,5-c]pyrimidin-5(6H)-thione